BrC=1C=CC2=C(CC(O2)C(=O)O)C1 5-bromo-2,3-dihydrobenzofuran-2-carboxylic acid